COC(CCCC(CC=CCC)O)=O 5-hydroxy-7-decenoic acid methyl ester